4-(3-nitrophenylsulfonyl)-1,4-thiazinane [N+](=O)([O-])C=1C=C(C=CC1)S(=O)(=O)N1CCSCC1